N-(3-chloro-5-(methylsulfonamido)phenyl)-1-(3-methylpyridin-2-yl)-1H-pyrazole-4-carboxamide ClC=1C=C(C=C(C1)NS(=O)(=O)C)NC(=O)C=1C=NN(C1)C1=NC=CC=C1C